The molecule is an octadecadienoyl-CoA that results from the formal condensation of the thiol group of coenzyme A with the carboxy group of (2E,11Z)-octadecadienoic acid. It is a trans-2-enoyl-CoA and an octadecadienoyl-CoA. It is a conjugate acid of a (2E,11Z)-octadecadienoyl-CoA(4-). CCCCCC/C=C\\CCCCCCC/C=C/C(=O)SCCNC(=O)CCNC(=O)[C@@H](C(C)(C)COP(=O)(O)OP(=O)(O)OC[C@@H]1[C@H]([C@H]([C@@H](O1)N2C=NC3=C(N=CN=C32)N)O)OP(=O)(O)O)O